C1CC12CN(C2)S(=O)(=O)C=2C=C(C=CC2)C(=O)N2[C@H](COCC2)C(=O)NCC2=CC=C(C=C2)C(F)(F)F (3R)-4-((3-(5-azaspiro[2.3]hex-5-ylsulfonyl)phenyl)carbonyl)-N-(4-(trifluoromethyl)benzyl)-3-morpholinecarboxamide